NC1=CC=C(\C=C/2\ON(OS2)CCCCCCC(=O)NO)C=C1 (Z)-7-(5-(4-aminobenzylidene)-2,4-dioxathiazolidin-3-yl)-N-hydroxyheptanamide